CC(=CCCOC1=CC=C(C=C1)CCC(C)=O)CCC=C(CCC=C(C)C)C 4-(4-((4,8,12-trimethyltrideca-3,7,11-trien-1-yl)oxy)phenyl)butan-2-one